S-Methyl-4-[2-[(3-fluorophenyl)methoxy]ethyl-methyl-amino]-4-methyl-pent-2-ynethioat CS=C(C#CC(C)(C)N(C)CCOCC1=CC(=CC=C1)F)[O-]